ClC1=NC=CC(=N1)C=1C(=NC2=CC=CC=C2C1)[2H] 3-(2-chloropyrimidin-4-yl)quinolin-2-d